CN1N=CC2=CC=C(C=C12)C=C1C(NC(=N1)NC1=CC=CC=C1)=O 5-((1-methyl-1H-indazol-6-yl)methylene)-2-(phenylamino)-3,5-dihydro-4H-imidazol-4-one